N=1C=CN2N=C(C=CC21)C2=CNC=1N=C(N=CC12)NCC(C)C 5-(imidazo[1,2-b]pyridazin-6-yl)-N-isobutyl-7H-pyrrolo[2,3-d]pyrimidin-2-amine